3-tert-butyl-5-chloromethyl-2-hydroxybenzaldehyde C(C)(C)(C)C=1C(=C(C=O)C=C(C1)CCl)O